CN1N=CC(=C1)C=1N=C(C=2N(C1)N=CC2)OC21COCC(C2)(C1)NC(OC(C)(C)C)=O tert-butyl (5-((6-(1-methyl-1H-pyrazol-4-yl)pyrazolo[1,5-a]pyrazin-4-yl)oxy)-3-oxabicyclo[3.1.1]heptan-1-yl)carbamate